C(CCC)(=O)C1=CC(=C(C=N1)C=1C(N(C2=CC(=NC=C2C1)NC(=O)C1CC1)CC1CC1)=O)C N-(3-(6-butyryl-4-methylpyridin-3-yl)-1-(cyclopropylmethyl)-2-oxo-1,2-dihydro-1,6-naphthyridin-7-yl)cyclopropanecarboxamide